BrC=1C=C(C=2N(C1)N=CC2C#N)OC(CO[Si](C)(C)C(C)(C)C)C2=NC=CC=C2 6-bromo-4-[2-[tert-butyl(dimethyl)silyl]oxy-1-(2-pyridyl)ethoxy]-pyrazolo[1,5-a]pyridine-3-carbonitrile